FC=1C=C(C=C(C1O)C=O)S(=O)(=O)NC1=CC=C(C=C1)F 3-fluoro-N-(4-fluorophenyl)-5-formyl-4-hydroxybenzenesulfonamide